NC(C(=O)O)CCCCC 2-aminoheptanoic acid